N'-(4,6-dichloro-5-ethyl-pyrimidin-2-yl)-N,N-dimethyl-formamidine ClC1=NC(=NC(=C1CC)Cl)N=CN(C)C